C(C1=CC=CC=C1)(C1=CC=CC=C1)N1CCC(CC1)N1CCC=2C=CC=NC2C1 7-(1-benzhydryl-piperidin-4-yl)-5,6,7,8-tetrahydro-1,7-naphthyridine